COC(CC(=O)C=1OC=C(C1)C1=CNC2=C(C=CC=C12)F)=O 3-(4-(7-fluoro-1H-indol-3-yl)furan-2-yl)-3-oxopropanoic acid methyl ester